tert-butyl 4-[2-fluoro-4-(trifluoromethoxy)anilino]-3-methyl-piperidine-1-carboxylate FC1=C(NC2C(CN(CC2)C(=O)OC(C)(C)C)C)C=CC(=C1)OC(F)(F)F